C(CCC)C1=CC=C(C=C1)C1=CC=C2OC=3C=CC=4C(N(C(C5=CC=C(C3C45)C2=C1)=O)CCCOC1=CC(=C(C=O)C(=C1)C)C)=O 4-(3-(9-(4-butylphenyl)-1,3-dioxo-1H-xantheno[2,1,9-def]isoquinolin-2(3H)-yl)propoxy)-2,6-dimethylbenzaldehyde